6-(1-(5-fluoro-2-(1-methyl-1H-pyrazol-4-yl)phenyl)ethyl)-7,8-dihydro-1,6-naphthyridin-5(6H)-one FC=1C=CC(=C(C1)C(C)N1C(C=2C=CC=NC2CC1)=O)C=1C=NN(C1)C